BrC=1C=C(C=O)C=CC1OCC(=C)Br 3-BROMO-4-[(2-BROMOPROP-2-EN-1-YL)OXY]BENZALDEHYDE